6-Fluoro-1,1-dimethyl-2,3-dihydro-1H-indene-5-carboxylic acid methyl ester COC(=O)C=1C=C2CCC(C2=CC1F)(C)C